FC1=C(C(=O)NN)C=CC(=C1)F 2,4-difluorobenzoyl-hydrazine